FC1=CC=C2C(=CNC2=C1)C=1C=C(OC1)C(CCCC(=O)O)=O 5-(4-(6-fluoro-1H-indol-3-yl)furan-2-yl)-5-oxopentanoic acid